3-methyl-1,2,3-oxathiazolidine-2,2-dioxide CN1S(OCC1)(=O)=O